ClC1=CC(=C(C=N1)COC1=CC=CC(=N1)C1=CC(=C(CC2=NC3=C(N2C2COCC2(C)C)C=C(C=C3)C(=O)O)C=C1F)F)F 2-(4-(6-((6-chloro-4-fluoropyridin-3-yl)methoxy)pyridin-2-yl)-2,5-difluorobenzyl)-1-(4,4-dimethyltetrahydrofuran-3-yl)-1H-benzo[d]imidazole-6-carboxylic acid